3-fluoro-N-methyl-5-((2R)-2-methyl-2,3-dihydroimidazo[2,1-b]oxazol-6-yl)-4-((4-(trifluoromethyl)phenyl)methylamino)benzenesulfonamide FC=1C=C(C=C(C1NCC1=CC=C(C=C1)C(F)(F)F)C=1N=C2O[C@@H](CN2C1)C)S(=O)(=O)NC